CC1(N[C@@H](CS1)C(=O)O)C The molecule is a thiazolidinemonocarboxylic acid that is 1,3-thiazolidine substituted by geminal methyl groups at position 2 and a carboxy group at position 4 (the 4R stereoisomer). It derives from a hydride of a 1,3-thiazolidine.